FC=1C=C(CN(C=2N=C(C3=C(N2)SC2=C3CCCC2)N2CCN(CC2)C(C=C)=O)C)C=CC1 1-(4-(2-((3-fluorobenzyl)(methyl)amino)-5,6,7,8-tetrahydrobenzo[4,5]thieno[2,3-d]pyrimidin-4-yl)piperazin-1-yl)prop-2-en-1-one